FC(OC=1C=C(C=CC1)C1=NN(C=2C1=NC=C(C2)C(=O)NC2(CS(C2)(=O)=O)C)C[C@H](C(F)(F)F)O)F (R)-3-(3-(difluoromethoxy)phenyl)-N-(3-methyl-1,1-dioxidothietan-3-yl)-1-(3,3,3-trifluoro-2-hydroxypropyl)-1H-pyrazolo[4,3-b]pyridine-6-carboxamide